4-{[7-cyclobutyl-6-(3,8-diazabicyclo[3.2.1]octan-3-yl)-2-(tetrahydro-1H-pyrrolizin-7a(5H)-ylmethoxy)-7H-purin-8-yl]oxy}-5-ethynyl-6-fluoro-2-naphthol C1(CCC1)N1C(=NC2=NC(=NC(=C12)N1CC2CCC(C1)N2)OCC21CCCN1CCC2)OC2=CC(=CC1=CC=C(C(=C21)C#C)F)O